rac-3-bromo-6,7-dihydro-5H-cyclopenta[b]pyridin-5-ol BrC=1C=C2C(=NC1)CC[C@H]2O |r|